1-(trifluoromethyl)hexahydroindolizin-3(2H)-one FC(C1CC(N2CCCCC12)=O)(F)F